C(C1=CC=CC=C1)NC(=O)C=1N(C(N2C1CN(CC2)C(C2=CC(=C(C=C2)Br)Cl)=O)=O)C2=CC=C(C=C2)C N-benzyl-7-(4-bromo-3-chloro-benzoyl)-3-oxo-2-(p-tolyl)-6,8-dihydro-5H-imidazo[1,5-a]pyrazine-1-carboxamide